N-(6-(furan-3-yl)-2-(3-hydroxy-3-methylbutyl)-2H-indazol-5-yl)-2-methylthiazole-4-carboxamide O1C=C(C=C1)C=1C(=CC2=CN(N=C2C1)CCC(C)(C)O)NC(=O)C=1N=C(SC1)C